2-(6-(3-(3-acetylphenyl)ureido)-4-oxoquinazolin-3(4H)-yl)-N-(4-methoxyphenyl)acetamide C(C)(=O)C=1C=C(C=CC1)NC(NC=1C=C2C(N(C=NC2=CC1)CC(=O)NC1=CC=C(C=C1)OC)=O)=O